NC1=NC2=C(C=3N1N=C(N3)C=3OC=CC3)C=NN2C(C(=O)O)C2=CC=CC=C2 2-(5-amino-2-(furan-2-yl)-7H-pyrazolo[4,3-e][1,2,4]triazolo[1,5-c]pyrimidin-7-yl)-2-phenylacetic acid